C(C1=CC=CC=C1)OCN1C(N(N=C(C1=O)C(C(=O)OCC)C(=O)OCC)C1=CC(=C(C(=C1)Cl)OC1=NNC(C(=C1)C(C)C)=O)Cl)=O 1,3-diethyl 2-[4-[(benzyloxy)methyl]-2-[3,5-dichloro-4-[(5-isopropyl-6-oxo 1H-pyridazin-3-yl)oxy]phenyl]-3,5-dioxo-1,2,4-triazin-6-yl]-propanedioate